1,3,5-trimethylolhexahydros-triazine C(O)N1CN(CN(C1)CO)CO